4-[(2S,4R)-4-cyclopropyl-1-[(5-methoxy-7-methyl-1H-indol-4-yl)methyl]piperidin-2-yl]-2-fluorobenzoic Acid C1(CC1)[C@H]1C[C@H](N(CC1)CC1=C2C=CNC2=C(C=C1OC)C)C1=CC(=C(C(=O)O)C=C1)F